ClC1=CN=CC(=N1)OC1C[C@H]2CC[C@@H](C1)N2C (1R,3r,5S)-3-((6-chloropyrazin-2-yl)oxy)-8-methyl-8-azabicyclo[3.2.1]octane